tert-butyl (1S,2R,5R)-3-(5-bromo-7-chloro-2-(ethylthio)-8-fluoropyrido[4,3-d]pyrimidin-4-yl)-2-(but-3-en-1-yl)-3,8-diazabicyclo[3.2.1]octane-8-carboxylate BrC1=NC(=C(C=2N=C(N=C(C21)N2[C@@H]([C@@H]1CC[C@H](C2)N1C(=O)OC(C)(C)C)CCC=C)SCC)F)Cl